2-Methyl-3-phenyl-2-propen-1-al CC(C=O)=CC1=CC=CC=C1